C1(CCCCC1)C1=C(N)C=CC=C1 2-(cyclohexyl)aniline